NC1=CC=C(C=N1)/C=C/C(=O)NCC=1OC2=C(C1)C=C(C=C2OC([2H])([2H])[2H])C2=NC=C(C=C2)C(=O)N2CCC(CC2)(F)F (E)-3-(6-aminopyridin-3-yl)-N-((5-(5-(4,4-difluoropiperidine-1-carbonyl)pyridin-2-yl)-7-(methoxy-d3)benzofuran-2-yl)methyl)acrylamide